3-(5-(3-isopropyl-2-(2-methylpyridin-4-yl)-1H-indol-5-yl)-1,3,4-oxadiazol-2-yl)-N,N-dimethylpropane-1-amine C(C)(C)C1=C(NC2=CC=C(C=C12)C1=NN=C(O1)CCCN(C)C)C1=CC(=NC=C1)C